CC(CN)(C)N1CCNCC1 2-methyl-2-(piperazin-1-yl)propan-1-amine